4-[(2-methoxyphenyl)methylcarbamoyl]Pyridine-2-carboxylic acid methyl ester COC(=O)C1=NC=CC(=C1)C(NCC1=C(C=CC=C1)OC)=O